[N+](=O)([O-])C1=C(C=CC=C1)S(=O)(=O)N1CC(C(C(C1)=CC=1N=NN(C1)C1=C(C=CC=C1)C)=O)=CC=1N=NN(C1)C1=C(C=CC=C1)C 1-((2-Nitrophenyl)sulfonyl)-3,5-bis((1-(o-tolyl)-1H-1,2,3-triazol-4-yl)methylene)piperidin-4-one